Cl.Cl.CC1=C(C=CC=2N1N=CC2)C=2C=CC1=C(CC3(CCNCC3)O1)C2 5-(7-methylpyrazolo[1,5-a]pyridin-6-yl)spiro[3H-benzofuran-2,4'-piperidine] 2HCl